ClC1=NC=C(C(=C1)NC1CCC(CC1)C(C)(C)O)C#CC=1C=NN(C1)CC(F)(F)F 2-((1s,4s)-4-((2-Chloro-5-((1-(2,2,2-trifluoroethyl)-1H-pyrazol-4-yl)ethynyl)pyridin-4-yl)amino)cyclohexyl)propan-2-ol